N-(4-cyano-2-fluoro-phenyl)-4-(3-fluorophenyl)-1H-pyrrole-3-sulfonamide C(#N)C1=CC(=C(C=C1)NS(=O)(=O)C1=CNC=C1C1=CC(=CC=C1)F)F